tert-butyl 2-(1-methyl-7-oxo-3-((6-(trifluoromethyl)pyridin-3-yl)amino)-1,7-dihydro-6H-pyrazolo[4,3-d]pyrimidin-6-yl)acetate CN1N=C(C=2N=CN(C(C21)=O)CC(=O)OC(C)(C)C)NC=2C=NC(=CC2)C(F)(F)F